hexamethylenebis(4-benzoylbenzyldimethylammonium) dibromide [Br-].[Br-].C(C1=CC=CC=C1)(=O)C1=CC=C(C[N+](CCCCCC[N+](C)(C)CC2=CC=C(C=C2)C(C2=CC=CC=C2)=O)(C)C)C=C1